[2-(1,3-benzothiazol-5-yl)-6-ethyl-5-{4-[(5-hydroxy-6-methyl-4-pyrimidinyl)carbonyl]-1-piperazinyl}-4-oxo-1,3,3a,7-tetraaza-7-indenyl]acetamide S1C=NC2=C1C=CC(=C2)C=2N=C1N(C(=C(C(N1N2)=O)N2CCN(CC2)C(=O)C2=NC=NC(=C2O)C)CC)CC(=O)N